6-((S)-1-(2-((S)-3-Aminopiperidin-1-yl)-1H-benzo[d]imidazol-1-yl)ethyl)nicotinonitril-hydrochlorid Cl.N[C@@H]1CN(CCC1)C1=NC2=C(N1[C@@H](C)C1=NC=C(C#N)C=C1)C=CC=C2